5-Butoxy-2-[4-(4-butoxy-2-hydroxyphenyl)-6-(2,4-dibutoxyphenyl)-1,3,5-triazin-2-yl]phenol C(CCC)OC=1C=CC(=C(C1)O)C1=NC(=NC(=N1)C1=C(C=C(C=C1)OCCCC)O)C1=C(C=C(C=C1)OCCCC)OCCCC